FC1=NC(=C(C(=C1Cl)F)Cl)F 2,4,6-trifluoro-3,5-dichloropyridine